tert-butyl 5-(3-aminophenyl)-3-(2-(tert-butoxy)-2-oxoethoxy)-4-chlorothiophene-2-carboxylate NC=1C=C(C=CC1)C1=C(C(=C(S1)C(=O)OC(C)(C)C)OCC(=O)OC(C)(C)C)Cl